sodium difluorosulfimide FS(=N)F.[Na]